phenylphosphoric acid disodium salt [Na+].[Na+].C1(=CC=CC=C1)OP([O-])([O-])=O